N=1C=NN2C1C=C(C=C2)C2=CNC1=NC=C(C=C12)NC1=CC(=NC=C1)N1CCN(CC1)C 3-([1,2,4]triazolo[1,5-a]pyridin-7-yl)-N-(2-(4-methylpiperazin-1-yl)pyridin-4-yl)-1H-pyrrolo[2,3-b]pyridin-5-amine